furan-2,5-diol O1C(=CC=C1O)O